C(CCC)C=1C=C(CC2=NOC(=N2)CC(C(=O)OC(C)(C)C)P(=O)(OCC)OCC)C=CC1 tert-butyl 3-(3-(3-butylbenzyl)-1,2,4-oxadiazol-5-yl)-2-(diethoxyphosphoryl)propanoate